5-{3-[(4R)-4-[6-amino-8-oxo-7-(4-phenoxyphenyl)purin-9-yl]-3,3-difluoro-[1,4'-bipiperidin]-1'-yl]azetidin-1-yl}-2-(2,6-dioxopiperidin-3-yl)isoindole-1,3-dione NC1=C2N(C(N(C2=NC=N1)[C@H]1C(CN(CC1)C1CCN(CC1)C1CN(C1)C=1C=C2C(N(C(C2=CC1)=O)C1C(NC(CC1)=O)=O)=O)(F)F)=O)C1=CC=C(C=C1)OC1=CC=CC=C1